barium disilicate [Si]([O-])([O-])([O-])[O-].[Si]([O-])([O-])([O-])[O-].[Ba+2].[Ba+2].[Ba+2].[Ba+2]